t-butyl hydroperoxide, hydrochloride Cl.C(C)(C)(C)OO